2-(((1R)-1-(2-(2-hydroxy-8-azaspiro[4.5]decan-8-yl)-3,7-dimethyl-4-oxo-4H-pyrido[1,2-a]pyrimidin-9-yl)ethyl)amino)benzoic acid OC1CC2(CC1)CCN(CC2)C=2N=C1N(C(C2C)=O)C=C(C=C1[C@@H](C)NC1=C(C(=O)O)C=CC=C1)C